C(C)(C)(C)C1=CC(=CC(O1)=O)O 6-(tert-butyl)-4-hydroxy-2H-pyran-2-one